6-chloro-1-(4-fluoro-2-methylphenyl)-3-(6-methyl-2-oxo-1,2-dihydropyrimidin-5-yl)-4-oxo-1,2,3,4-tetrahydroquinazoline-7-carbonitrile ClC=1C=C2C(N(CN(C2=CC1C#N)C1=C(C=C(C=C1)F)C)C=1C=NC(NC1C)=O)=O